(S)-8-(4-acryloylpiperazin-1-yl)-6-((1-methylpyrrolidin-2-yl)methoxy)-3-(naphthalen-1-yl)pyrimido[5,4-d]Pyrimidin-4(3H)-one C(C=C)(=O)N1CCN(CC1)C1=NC(=NC2=C1N=CN(C2=O)C2=CC=CC1=CC=CC=C21)OC[C@H]2N(CCC2)C